COC1=CC2=C(NC(=N2)SCC2=NC=C(C(=C2C)OC)C)C=C1 5-methoxy-2-[(4-methoxy-3,5-dimethylpyridin-2-yl)methylthio]-1H-benzimidazole